C12C(C3CC(CC(C1)C3)C2)NC2=C(C=NC3=C(C=C(C=C23)N[C@@]([2H])(C=2C=NC(=CC2)F)C=2N=NN(C2)C2CC2)Cl)C#N 4-(((1S,3S,5S,7S)-adamantan-2-yl)amino)-8-chloro-6-(((S)-(1-cyclopropyl-1H-1,2,3-triazol-4-yl)(6-fluoropyridin-3-yl)methyl-d)amino)quinoline-3-carbonitrile